2-(2,1,3-benzoxadiazol-5-yl)-N-benzyl-7-(4-bromo-3-chloro-benzoyl)-3-oxo-6,8-dihydro-5H-imidazo[1,5-a]pyrazine-1-carboxamide N=1ON=C2C1C=CC(=C2)N2C(N1C(CN(CC1)C(C1=CC(=C(C=C1)Br)Cl)=O)=C2C(=O)NCC2=CC=CC=C2)=O